C(CCCCCCC\C=C\C=C\CCC)C=1C=C(C=C(C1)O)O 5-[(9E,11E)-Pentadeca-9,11-dienyl]benzene-1,3-diol